3-CHLORO-4-(CYCLOPENTYLOXY)PHENYLBORONIC ACID ClC=1C=C(C=CC1OC1CCCC1)B(O)O